2-chloro-4-isopropyl-9-phenyl-1,10-phenanthroline ClC1=NC2=C3N=C(C=CC3=CC=C2C(=C1)C(C)C)C1=CC=CC=C1